rac-tert-butyl N-[(1R,2S)-2-amino-4,4-difluorocyclopentyl]carbamate N[C@@H]1[C@@H](CC(C1)(F)F)NC(OC(C)(C)C)=O |r|